OC[C@H](CC1=CC(=CC=C1)OC)NC(C)=O N-[(2S)-1-hydroxy-3-(3-methoxyphenyl)propan-2-yl]acetamide